FC(S(=O)(=O)OC1=C(C(N(C(=C1)C)C1=CC(=NC=C1C)C1=NC(=NC=C1)C(C)(C)O)=O)Cl)(F)F 3-chloro-2'-(2-(2-hydroxypropan-2-yl)pyrimidin-4-yl)-5',6-dimethyl-2-oxo-2H-[1,4'-bipyridin]-4-yl trifluoromethanesulfonate